2-methyl-N-[(1R)-1,2,3,4-tetrahydronaphthalen-1-yl]pyrimidin-4-amine CC1=NC=CC(=N1)N[C@@H]1CCCC2=CC=CC=C12